para-chloro-o-cresol ClC=1C=C(C(=CC1)O)C